1-(3-(4-fluorophenyl)-7-methyl-2-(methylamino)quinolin-5-yl)ethan-1-ol FC1=CC=C(C=C1)C=1C(=NC2=CC(=CC(=C2C1)C(C)O)C)NC